Bromo-4-methoxypicolinaldehyde BrC=1C(=NC=CC1OC)C=O